FC(S(=O)(=O)OC=1C=C2CCOC3(CCNCC3)C2=CC1)(F)F spiro[isochromane-1,4'-piperidin]-6-yl trifluoromethanesulfonate